C(C1CO1)OCCC[SiH2]COCCOC γ-glycidoxypropylmethoxyethoxymethylsilane